CC1=NC=C(N=C1)SCC 2-methyl-5-ethylthio-pyrazine